C=CCC1=CCCCC1=O 2-allylcyclohexenone